C(C1=CC=CC=C1)[C@@H](/C=C/[C@H](CC(C)C)NC(OC(C)(C)C)=O)C(=O)N1C(OC[C@@H]1CC1=CC=CC=C1)=O tert-Butyl ((4S,7S,E)-7-benzyl-8-((S)-4-benzyl-2-oxooxazolidin-3-yl)-2-methyl-8-oxooct-5-en-4-yl)carbamate